ClC1=C(O[C@@H](C(=O)OC)C(C)C)C=C(C=C1)CN1C(=C(C2=CC(=CC=C12)C(N[C@@H](C)C1=CC(=CC=C1)C(C)C)=O)C)C (R)-Methyl 2-(2-chloro-5-((5-(((S)-1-(3-isopropylphenyl)ethyl)carbamoyl)-2,3-dimethyl-1H-indol-1-yl)methyl)phenoxy)-3-methylbutanoate